potassium ricinoleate C(CCCCCCC\C=C/C[C@H](O)CCCCCC)(=O)[O-].[K+]